N-(4-(1H-benzo[d]imidazol-2-yl)phenyl)acetamide N1C(=NC2=C1C=CC=C2)C2=CC=C(C=C2)NC(C)=O